2-[6-(4,5-dihydro-1,3-oxazol-2-yl)-5-methyl-2,4-dioxo-1-(2-phenylethyl)-1H,2H,3H,4H-thieno[2,3-d]pyrimidin-3-yl]acetic acid O1C(=NCC1)C1=C(C2=C(N(C(N(C2=O)CC(=O)O)=O)CCC2=CC=CC=C2)S1)C